ClC1=C(C(=C(C(=C1[2H])[2H])B(O)O)[2H])[2H] (4-chlorophenyl-2,3,5,6-d4)boronic acid